N-((2-(6-((cis)-2,6-dimethylmorpholino)pyridin-2-yl)-1,6-naphthyridin-7-yl)methyl)-1-((2-hydroxyethyl)sulfonyl)indoline-6-carboxamide C[C@@H]1O[C@@H](CN(C1)C1=CC=CC(=N1)C1=NC2=CC(=NC=C2C=C1)CNC(=O)C1=CC=C2CCN(C2=C1)S(=O)(=O)CCO)C